FC=1C(=CC2=C(N=C(S2)C#N)C1)OCC1=CC=C(C=C1)[N+](=O)[O-] 5-fluoro-6-((4-nitrobenzyl)oxy)benzo[d]thiazole-2-carbonitrile